CC1(OCCO1)CC(=O)OC(CC1(OCCO1)C)=O 2-(2-methyl-1,3-dioxolan-2-yl)acetic anhydride